CN(CCCOC1=CC=CC=2N(C(NC21)=O)C2CCC(CC2)C(=O)NC2=CC(=C(C=C2)C)OC)C 4-{4-[3-(dimethylamino)propoxy]-2-oxo-2,3-dihydro-1H-1,3-benzodiazol-1-yl}-N-(3-methoxy-4-methylphenyl)cyclohexane-1-carboxamide